FC(S(=O)(=O)OC=1C[C@H]2C(N(C3=C(C(N2C1)=O)C=C(C(=C3)OCCCBr)OC)COCC[Si](C)(C)C)=O)(F)F (11aS)-8-(3-Bromopropoxy)-7-methoxy-5,11-dioxo-10-{[2-(trimethylsilyl)ethoxy]methyl}-5,10,11,11a-tetrahydro-1H-pyrrolo[2,1-c][1,4]benzodiazepin-2-yl trifluoromethanesulfonate